C(C)(C)(C)C1=CC2=C(N=C(S2)C=2C=CC(=NC2)OCCO)C=C1 2-((5-(6-(tert-butyl)benzo[d]thiazol-2-yl)pyridin-2-yl)oxy)ethan-1-ol